FC1=C(C(=O)NC2=NC=C(C=C2)N2N=C(C=C2C(F)(F)F)C=2OC(N(N2)C)=O)C(=CC=C1)C 2-fluoro-6-methyl-N-(5-(3-(4-methyl-5-oxo-4,5-dihydro-1,3,4-oxadiazol-2-yl)-5-(trifluoromethyl)-1H-pyrazol-1-yl)pyridin-2-yl)benzamide